ClC1=NC=CC=C1S(=O)(=O)N(CC1=CC=C(C=C1)OC)CC1=CC=C(C=C1)OC 2-Chloro-N,N-bis(4-methoxybenzyl)-pyridine-3-sulfonamide